3-[4-[4-(2-tert-butoxy-2-oxo-ethyl)-4-hydroxy-1-piperidinyl]-3,5-dichloro-anilino]propionic acid C(C)(C)(C)OC(CC1(CCN(CC1)C1=C(C=C(NCCC(=O)O)C=C1Cl)Cl)O)=O